ClC=1C=C(C=CC1)N(C(=O)N)C=1N(CC(N1)=O)C N-(3-Chlorophenyl)-N-(1-methyl-4-oxo-4,5-dihydro-1H-imidazol-2-yl)urea